1-bromo-4-(methoxy-d3)butane Dithiophosphat P(=S)(S)(O)O.BrCCCCOC([2H])([2H])[2H]